C[N+]1(CC[C@H](C1)OC(=O)[C@](C2CCCC2)(C3=CC=CC=C3)O)C.[Br-] The molecule is a glycopyrronium bromide that has (2S,3R)-configuration. The racemate, ritropirronium bromide, is used for treatment of chronic obstructive pulmonary disease. It is an enantiomer of a (2R,3S)-glycopyrronium bromide.